7a-methyloctahydro-1H-inden-1-ol CC12CCCCC2CCC1O